methyl 3-[[5-[2-[2-(tert-butoxycarbonylamino) ethoxy] phenyl]-2,4-difluoro-phenyl] methylsulfonyl]-5-chloro-4-methoxy-benzoate C(C)(C)(C)OC(=O)NCCOC1=C(C=CC=C1)C=1C(=CC(=C(C1)CS(=O)(=O)C=1C=C(C(=O)OC)C=C(C1OC)Cl)F)F